C1CC12CCN(CC2)C2=C(C(=O)NC=1C=CC(=C(C(=O)OC)C1)C)C=CN=C2 methyl 5-(3-(6-azaspiro[2.5]octan-6-yl)isonicotinamido)-2-methylbenzoate